(3-chloro-4-(4-(2-(oxetan-3-yloxy)pyridin-4-yl)thiophen-2-yl)phenyl)(4-hydroxypiperidin-1-yl)methanone ClC=1C=C(C=CC1C=1SC=C(C1)C1=CC(=NC=C1)OC1COC1)C(=O)N1CCC(CC1)O